2-[[5-[bis[(4-methoxyphenyl)methyl]amino]-6-methyl-1-(2-trimethylsilylethoxymethyl)pyrrolo[3,2-b]pyridin-2-yl]methylamino]naphthalene-1-carbonitrile COC1=CC=C(C=C1)CN(C1=C(C=C2C(=N1)C=C(N2COCC[Si](C)(C)C)CNC2=C(C1=CC=CC=C1C=C2)C#N)C)CC2=CC=C(C=C2)OC